ClC=1C=C(C=2CCC(C2C1)O)S(=O)(=O)NC1=C(C(=C(C=C1)F)C=1C=C2C=NC(=NC2=CC1)NC1CCN(CC1)CCC)F 6-chloro-N-(2,4-difluoro-3-(2-((1-propylpiperidin-4-yl)amino)quinazolin-6-yl)phenyl)-1-hydroxy-2,3-dihydro-1H-indene-4-sulfonamide